2-chloro-3-((4-chloro-N-cyclopropylbenzamido)methyl)-4-(methylsulfonyl)benzoyl chloride ClC1=C(C(=O)Cl)C=CC(=C1CN(C(C1=CC=C(C=C1)Cl)=O)C1CC1)S(=O)(=O)C